CC=1C=C(N)C=CC1CC1=CC=2N(C=C1)N=CN2 3-methyl-4-{[1,2,4]triazolo[1,5-a]pyridin-7-ylmethyl}aniline